5-(4-amino-2-{4-[(2-fluoroacrylamido)]-2-methylphenyl}-7-(3-hydroxy-3-methylbut-1-ynyl)-1-methylpyrrolo[3,2-c]pyridin-3-yl)-3-chloro-N-[(fluorocyclopropyl)methyl]pyridine-2-carboxamide NC1=NC=C(C2=C1C(=C(N2C)C2=C(C=C(C=C2)NC(C(=C)F)=O)C)C=2C=C(C(=NC2)C(=O)NCC2(CC2)F)Cl)C#CC(C)(C)O